4-(((3S,4R)-1-((5-chloropyridin-2-yl)sulfonyl)-4-hydroxy-4-((S)-1-hydroxybutyl)Pyrrolidin-3-yl)oxy)-2-fluorobenzonitrile ClC=1C=CC(=NC1)S(=O)(=O)N1C[C@@H]([C@@](C1)([C@H](CCC)O)O)OC1=CC(=C(C#N)C=C1)F